ClC1=CC2=C(N(C(C(N2C)=O)=O)C2CCN(CC2)CC2=CC=C(C=C2)OC(F)(F)F)N=C1C1=C(C=CC=C1)F 7-Chloro-6-(2-fluorophenyl)-1-methyl-4-(1-(4-(trifluoromethoxy)benzyl)piperidin-4-yl)-1,4-dihydropyrido[2,3-b]pyrazine-2,3-dione